4-(4-(5-(trifluoromethyl)pyrimidin-2-yl)piperazine-1-carbonyl)thiophene-2-carbaldehyde FC(C=1C=NC(=NC1)N1CCN(CC1)C(=O)C=1C=C(SC1)C=O)(F)F